tert-butyl (S)-(1-((1-(4-bromophenyl)-2-methylpropan-2-yl)amino)-1-oxopent-4-yn-2-yl)carbamate BrC1=CC=C(C=C1)CC(C)(C)NC([C@H](CC#C)NC(OC(C)(C)C)=O)=O